C(OC(C)(C#CC1=CC=C(C=C1)C)C)(OC)=O (2-methyl-4-(p-tolyl) but-3-yn-2-yl) methyl carbonate